O[C@H]1C[C@@]2([C@@]3(O[C@@H](O[C@@H]3C[C@H]2[C@@H]2CCC3=CC(C=C[C@@]3([C@@H]12)C)=O)CCC)C(COC1=CC=C(C=C1)NC(C)=O)=O)C N-(4-{2-[(1S,2S,4R,6R,8S,9S,11S,12S,13R)-11-Hydroxy-9,13-dimethyl-16-oxo-6-propyl-5,7-dioxapentacyclo[10.8.0.02,9.04,8.013,18]icosa-14,17-dien-8-yl]-2-oxoethoxy}phenyl)acetamide